2-(2-(6-amino-2,3-dihydro-1H-xanthen-4-yl)vinyl)-6-methyl-4H-thiabenzene NC=1C=C2OC3=C(CCCC3=CC2=CC1)C=CC=1SC(=CCC1)C